1-(2-(3,8-diazabicyclo[3.2.1]octan-8-yl)-6,7-dihydrothiazolo[5,4-c]pyridin-5(4H)-yl)-2-isopropoxyethan-1-one C12CNCC(CC1)N2C=2SC=1CN(CCC1N2)C(COC(C)C)=O